FC(OC1=CC=C(C=C1)CNC1=NC=NC=C1)(F)F N-{[4-(trifluoromethoxy)phenyl]methyl}pyrimidin-4-amine